C(C)(C)(C)OC(=O)N1C(C2=C(C=CC(=C2C1)B1OC(C(O1)(C)C)(C)C)NC1=NC(=C(C=C1)[C@H]1COCC1)CO)=O (S)-7-((6-(hydroxymethyl)-5-(tetrahydrofuran-3-yl)pyridin-2-yl)amino)-1-oxo-4-(4,4,5,5-tetramethyl-1,3,2-dioxaborolan-2-yl)isoindoline-2-carboxylic acid tert-butyl ester